ClC1=C(C(=NC=C1)C)NC(=O)C1=CN=C(S1)NC1=NC(=NC(=C1)N1CCN(CC1)CCO)C N-(4-chloro-2-methylpyridin-3-yl)-2-((6-(4-(2-hydroxyethyl)piperazin-1-yl)-2-methylpyrimidin-4-yl)amino)thiazole-5-carboxamide